tert-butyl N-[rac-(2R)-3-[3-[[1-(1,3-benzothiazol-2-yl)-2-[3-[rac-(E)-N'-hydroxycarbamimidoyl]phenyl]ethyl]sulfamoyl]anilino]-2-methyl-3-oxo-propyl]carbamate S1C(=NC2=C1C=CC=C2)C(CC2=CC(=CC=C2)\C(\N)=N/O)NS(=O)(=O)C=2C=C(NC([C@@H](CNC(OC(C)(C)C)=O)C)=O)C=CC2 |r|